N,N-diphenyl-4-(quinoline-2-yl)aniline C1(=CC=CC=C1)N(C1=CC=C(C=C1)C1=NC2=CC=CC=C2C=C1)C1=CC=CC=C1